N-((1S)-3-fluoro-1-hydroxy-1-(4-(methylsulfonyl)phenyl)propan-2-yl)-3-hydroxy-4-(hydroxymethyl)benzamide FCC([C@H](C1=CC=C(C=C1)S(=O)(=O)C)O)NC(C1=CC(=C(C=C1)CO)O)=O